F[C@H]1[C@H]2CCC[C@@H](C[C@@H]1OC1=CC=C(N=N1)C1=C(C=C(C=C1)C1=CC(NC=C1)=O)O)N2 4-(4-(6-(((1R,2S,3S,5S)-2-fluoro-9-azabicyclo[3.3.1]nonan-3-yl)oxy)pyridazin-3-yl)-3-hydroxyphenyl)pyridin-2(1H)-one